(±)-(4R,5R)-4-(5-bromopyridin-3-yl)-5-(4-fluorophenyl)oxazolidin-2-one BrC=1C=C(C=NC1)[C@H]1NC(O[C@@H]1C1=CC=C(C=C1)F)=O |r|